3-(4-((5-(2-morpholinoethoxy)pentyl)thio)-1-oxoisoindolin-2-yl)piperidine-2,6-dione O1CCN(CC1)CCOCCCCCSC1=C2CN(C(C2=CC=C1)=O)C1C(NC(CC1)=O)=O